4-(3,4-dichlorophenyl)-3,4-dihydroisoquinoline-2(1H)-carboxylate ClC=1C=C(C=CC1Cl)C1CN(CC2=CC=CC=C12)C(=O)[O-]